NC1=C(N=CC(=N1)N1CCC(CC1)(C)NCC=1C=C2C(N(C(C2=CC1F)=O)C1C(NC(CC1)=O)=O)=O)C1=C(C(=CC=C1)Cl)Cl 5-(((1-(6-amino-5-(2,3-dichlorophenyl)pyrazin-2-yl)-4-methylpiperidin-4-yl)amino)methyl)-2-(2,6-dioxopiperidin-3-yl)-6-fluoroisoindoline-1,3-dione